1-ethyl-4-(6-(2,3-bis(t-butoxycarbonyl)guanidino)pyridin-3-yl)piperazine C(C)N1CCN(CC1)C=1C=NC(=CC1)NC(=NC(=O)OC(C)(C)C)NC(=O)OC(C)(C)C